1-heptyl-3-ethylpyrrolidinium fluoride [F-].C(CCCCCC)[NH+]1CC(CC1)CC